(R)-N-([1,1'-biphenyl]-4-ylmethyl)-9-isopropyl-2-(2-methylpiperazin-1-yl)-9H-purin-6-amine C1(=CC=C(C=C1)CNC1=C2N=CN(C2=NC(=N1)N1[C@@H](CNCC1)C)C(C)C)C1=CC=CC=C1